COC(C1=C(C=CC(=C1)C#C[C@H](C)O)OC)=O (S)-5-(3-hydroxybut-1-yn-1-yl)-2-methoxybenzoic acid methyl ester